Cl.C1(CC1)C[C@H](NC(=O)C=1NC2=C(C=C(C=C2C1)F)F)C(=O)N[C@H](C(CN[C@@H](C(C)C)C(=O)O)=O)C[C@H]1C(NCC1)=O.CN1CN(C(=C1CCCCCC)CCCCCC)CCCCCC 1-methyl-3,4,5-trihexyl-imidazole (3S)-3-{[3-cyclopropyl-N-(5,7-difluoro-1H-indole-2-carbonyl)-L-alanyl]amino}-2-oxo-4-[(3S)-2-oxopyrrolidin-3-yl]butyl-L-valinate hydrochloride salt